ClC1=CC(=C(COC2=NC(=NC=C2F)N2CCN(CC2)CC2=NC=C(C=C2CC2(CC2)C#N)C2=NN=C(N2)C(F)(F)F)C=C1)F 1-((2-((4-(4-((4-chloro-2-fluorobenzyl)oxy)-5-fluoropyrimidin-2-yl)piperazin-1-yl)methyl)-5-(5-(trifluoromethyl)-4H-1,2,4-triazol-3-yl)pyridin-3-yl)methyl)cyclopropane-1-carbonitrile